nonadecane-9,10-diol CCCCCCCCC(C(CCCCCCCCC)O)O